5-([1,2,4]Triazolo[1,5-a]pyridin-6-yl)-N-(3-(methylsulfinyl)phenyl)-1-(6-methyl-pyridin-2-yl)-1H-pyrazol-3-carboxyamid N=1C=NN2C1C=CC(=C2)C2=CC(=NN2C2=NC(=CC=C2)C)CC(=O)NC2=CC(=CC=C2)S(=O)C